7-Fluoro-2-methyl-5-phenyl-4-(trifluoromethyl)-5H-indeno[1,2-b]pyridine FC=1C=C2C(C=3C(=NC(=CC3C(F)(F)F)C)C2=CC1)C1=CC=CC=C1